C(C1=CC=CC=C1)N(C1CC(N(CC1)S(=O)(=O)C)C)CC1=CC=CC=C1 N,N-dibenzyl-2-methyl-1-(methylsulfonyl)piperidin-4-amine